NC1=NC=2C(=CC=CC2C=2N1C=C(N2)C(=O)N2CC1(COC1)CCC2)OC (5-amino-7-methoxyimidazo[1,2-c]quinazolin-2-yl)(2-oxa-6-azaspiro[3.5]nonan-6-yl)methanone